NC1=C(C=C(C(=O)NC=2C(N(C=CC2)C(C(=O)NN(CC(=O)OCC)C(\C=C\C(=O)NCC2=CC=CC=C2)=O)C)=O)C=C1)Cl Ethyl (E)-N-(2-(3-(4-amino-3-chlorobenzamido)-2-oxopyridin-1(2H)-yl)propanamido)-N-(4-(benzylamino)-4-oxobut-2-enoyl)glycinate